C(C)=C1CC2C3CC4=CC=CC=C4OC3C1C2 3-ethylidene-2,3,4,4a,9,9a-hexahydro-1H-1,4-methanoxanthene